C[C@@H]1CN(C[C@H]1COC1=CC=C(C=C1)S(=O)(=NC)C)CCC=1C=C(C#N)C=CC1 3-{2-[(3S,4S)-3-methyl-4-({4-[methyl(methylimino)oxo-λ6-sulfanyl]phenoxy}methyl)pyrrolidin-1-yl]ethyl}benzonitrile